Pyrosulfit S(=O)(=O)([O-])S(=O)[O-]